BrC=1C(=C(C=C(C1C(=O)C1=C(C=CC(=C1)F)Cl)[N+](=O)[O-])CNC(=O)OC(C)(C)C)OC 2-methylpropan-2-yl [({3-bromo-4-[(2-chloro-5-fluorophenyl)carbonyl]-2-methoxy-5-nitrophenyl}methyl)amino]methanoate